COC=1C=C(OC=2OC3=C(N2)C=CC=C3)C=CC1 2-(3-methoxyphenoxy)benzo[d]oxazole